[F-].[Ho+3].[F-].[F-] Holmium fluorid